4-[[3-[4-[2-[4-[[1-[2,6-difluoro-4-[3-(2,2,2-trifluoroethyl)phenyl]benzoyl]-4-piperidyl]methyl]piperazin-1-yl]acetyl]piperazine-1-carbonyl]-4-fluoro-phenyl]methyl]-2H-phthalazin-1-one FC1=C(C(=O)N2CCC(CC2)CN2CCN(CC2)CC(=O)N2CCN(CC2)C(=O)C=2C=C(C=CC2F)CC2=NNC(C3=CC=CC=C23)=O)C(=CC(=C1)C1=CC(=CC=C1)CC(F)(F)F)F